(3S)-1-(5-{7-cyclopropyl-5-[(1R)-1-methyl-1,2,3,4-tetrahydroisoquinoline-2-carbonyl]-pyrazolo[1,5-a]pyrimidin-2-yl}-6-fluoropyridin-2-yl)pyrrolidine-3-carboxamide C1(CC1)C1=CC(=NC=2N1N=C(C2)C=2C=CC(=NC2F)N2C[C@H](CC2)C(=O)N)C(=O)N2[C@@H](C1=CC=CC=C1CC2)C